C(C(C)C)O[Si](OCC(C)C)(OCC(C)C)OCC(C)C tetraisobutoxysilane